bis(4-methoxyphenyl)(3-methylpyridin-2-yl)phosphine oxide COC1=CC=C(C=C1)P(C1=NC=CC=C1C)(C1=CC=C(C=C1)OC)=O